N[C@@H]1C2=CC=CC=C2CC12CCN(CC2)C2=NC=C(C(=N2)C#N)C2=C(C(=CC=C2)Cl)Cl (S)-2-(1-amino-1,3-dihydrospiro[indene-2,4'-piperidine]-1'-yl)-5-(2,3-dichlorophenyl)pyrimidine-4-carbonitrile